FC=1C=CC2=C(OCCN2C(CNC2=C(C#N)C(=CC(=N2)C(F)(F)F)C(F)(F)F)=O)C1 2-((2-(7-fluoro-2,3-dihydro-4H-benzo[b][1,4]oxazin-4-yl)-2-oxoethyl)amino)-4,6-bis(trifluoromethyl)nicotinonitrile